C(C1=CC=CC=C1)OC1=C2CC(N(CC2=CC=C1OC)C=1OC2=C(N1)C=CC=C2C)C(=O)OCC ethyl 5-(benzyloxy)-6-methoxy-2-(7-methyl-benzo[d]oxazol-2-yl)-1,2,3,4-tetrahydro-isoquinoline-3-carboxylate